[N+](=O)([O-])C=1C(NC=2C=CC(=NC2C1)C#N)=O 7-nitro-6-oxo-5,6-dihydro-1,5-naphthyridin-2-carbonitrile